FC1=CC(=C(C=C1)C1=CN=C2SC(=NN21)N2CCC1(CCC(OC1)CN)CC2)OC (9-(5-(4-fluoro-2-methoxyphenyl)imidazo[2,1-b][1,3,4]thiadiazol-2-yl)-2-oxa-9-azaspiro[5.5]undec-3-yl)methylamine